FC(N1N=C(C=C1C)/C=C/C(=O)OCC)F ethyl (E)-3-[1-(difluoromethyl)-5-methyl-pyrazol-3-yl]prop-2-enoate